C(OC=1C=C2CCN3[C@@H](C2=CC1OC([2H])([2H])[2H])CN([C@@H](C3=O)CC(C)(C)C)C)([2H])([2H])[2H] (3R,11bS)-9,10-bis(methoxy-d3)-2-methyl-3-neopentyl-1,2,3,6,7,11b-hexahydro-4H-pyrazino[2,1-a]isoquinolin-4-one